N[C@@H]1[C@H]2C[C@@H]([C@@H](C1)O2)NC(OC(C)(C)C)=O |r| tert-butyl (rac-(1R,2S,4R,5S)-5-amino-7-oxabicyclo[2.2.1]heptan-2-yl)carbamate